3-bromo-4-[4-(trifluoromethyl)piperidine-1-carbonyl]benzonitrile BrC=1C=C(C#N)C=CC1C(=O)N1CCC(CC1)C(F)(F)F